FC1=CC=C(C=2C(C=CC12)=O)C#N 7-Fluoro-3-oxoindene-4-carbonitrile